3-methyl-sulfonylpropanal Sodium (3-(1-(6,7-dimethoxyquinazolin-4-yl)azepan-4-yl)propyl)phosphonate COC=1C=C2C(=NC=NC2=CC1OC)N1CCC(CCC1)CCCP([O-])([O-])=O.[Na+].CS(=O)(=O)CCC=O.[Na+]